C(C)OC(CC1=C(C=C(C=C1)N1C[C@H](CC1)N[C@H](C)C1=CC=CC2=CC=CC=C12)OCCC)=O {4-[(3S)-3-{[(1R)-1-(naphthalen-1-yl)ethyl]amino}tetrahydro-1H-pyrrol-1-yl]-2-(propyloxy)phenyl}ethanoic acid ethyl ester